OCC=1C(=NC=CC1)C(=O)NC1=CC=C(C=C1)OC(F)(F)F (hydroxymethyl)-N-(4-(trifluoromethoxy)phenyl)pyridineamide